C1(CC1)C1=NNC=C1C1=CC=C2C(=N1)C=NN2C2OCCCC2 5-(3-cyclopropyl-1H-pyrazol-4-yl)-1-(tetrahydro-2H-pyran-2-yl)-1H-pyrazolo[4,3-b]pyridine